CC(OC(CCOCCOCCOCCOCCOCCOCCN1CCN(CC1)C(=O)OCC1=CC=CC=C1)=O)(C)C benzyl 4-(23,23-dimethyl-21-oxo-3,6,9,12,15,18,22-heptaoxatetracosyl)piperazine-1-carboxylate